C(#N)C1=CC(=C(COC2=CC=CC(=N2)N2C[C@@H](N(CC2)C(=O)OC(C)(C)C)C)C=C1)F Tert-butyl (S)-4-(6-((4-cyano-2-fluorobenzyl)oxy)pyridin-2-yl)-2-methylpiperazin-1-carboxylate